O([Si](C)(C)C(C)(C)C)C(=O)C1C2C(CC(C1)C2)[Si](OCC)(C)C 2-tert-butyldimethylsiloxycarbonyl-6-dimethylethoxysilylnorbornane